ammonium L-(+)-lactate C([C@@H](O)C)(=O)[O-].[NH4+]